C1(CC1)C1=C(C(=NO1)C1=C(C=CC=C1Cl)Cl)COC12CCC(CC1)(CC2)C2=NC1=C(N2)C=CC(=C1)C(=O)O 2-(4-((5-cyclopropyl-3-(2,6-dichlorophenyl)isoxazol-4-yl)methoxy)bicyclo[2.2.2]octan-1-yl)-1H-benzo[d]imidazole-5-carboxylic acid